CNC1=NN(C=C1)C1=C(C#N)C=CC=C1 2-(3-(methylamino)-1H-pyrazol-1-yl)benzonitrile